FC1=C(C(=CC=C1C#CC=1C=NN(C1)CCO)O)N1CC(NS1(=O)=O)=O 5-(2-fluoro-6-hydroxy-3-((1-(2-hydroxyethyl)-1H-pyrazol-4-yl)ethynyl)phenyl)-1,2,5-thiadiazolidin-3-one 1,1-dioxide